(dimethylcyclohex-3-en-1-yl)-2-methylpent-1-en-3-one CC1C(CCC=C1)(C)C=C(C(CC)=O)C